FC=1C=C(C=CC1)NC(CN(C)C=1C2=C(N=C(N1)C1=NC=CC(=C1)OCCO)CCC2)=O N-(3-fluorophenyl)-2-({2-[4-(2-hydroxyethoxy)pyridin-2-yl]-5H,6H,7H-cyclopenta[d]pyrimidin-4-yl}(methyl)amino)acetamide